(R)-3-Hydroxy-1-methyl-3-(3-(3-methyl-5-(4,4,5,5-tetramethyl-1,3,2-dioxaborolan-2-yl)phenyl)isoxazol-5-yl)pyrrolidin-2-one O[C@@]1(C(N(CC1)C)=O)C1=CC(=NO1)C1=CC(=CC(=C1)B1OC(C(O1)(C)C)(C)C)C